C(C)(C)(C)OC(=O)N1CCC2=CC(=CC=C12)NC1=C(N=NC(=C1)C1=C(C=CC=C1F)F)C(=O)OC 5-((6-(2,6-difluorophenyl)-3-(methoxycarbonyl)pyridazin-4-yl)amino)indoline-1-carboxylic acid tert-butyl ester